C1C2N(CCN1)CCC(C2)N2CCOCC2 4-(2,3,4,6,7,8,9,9a-octahydro-1H-pyrido[1,2-a]pyrazin-8-yl)morpholine